S(O)O.[Na] sodium thioalcohol